C(C1=CC=CC=C1)N1C=C(C2=C(C=CC=C12)F)[C@@H](C1CCCC(N1)=O)F 6-((S)-(1-benzyl-4-fluoro-1H-indol-3-yl)fluoromethyl)piperidin-2-one